2-(3-amino-2-imino-imidazolidin-1-yl)-propanoic acid NN1C(N(CC1)C(C(=O)O)C)=N